N-(1,3-dimethylbutenyl)-3-(triethoxysilyl)propylamine CC(=CC(C)C)NCCC[Si](OCC)(OCC)OCC